ClC1=C(C=CC=C1C1=C(C(=NC=C1)C1=CC(=C(C(=C1)OC)CNC[C@@H](C)O)F)Cl)C1=CC=C(C(=N1)OC)CNC[C@@H]1CCC(N1)=O (S)-5-((((6-(2-chloro-3-(3-chloro-2-(3-fluoro-4-((((R)-2-hydroxypropyl)amino)methyl)-5-methoxyphenyl)pyridin-4-yl)phenyl)-2-methoxypyridin-3-yl)methyl)amino)methyl)pyrrolidin-2-one